C(C1=CC=CC=C1)N1C(=NC2=NC=C(C=C21)C=2C(=NOC2C)C)NC2CCN(CC2)C 1-benzyl-6-(3,5-dimethylisoxazol-4-yl)-N-(1-methylpiperidin-4-yl)-1H-imidazo[4,5-b]pyridin-2-amine